fluoro-1-methyl-5'-((triisopropylsilyl)ethynyl)spiro[indoline-3,1'-pyrrolo[3,2,1-ij]quinazoline]-2,3'(2'H)-dione FN1C(N2C3=C(C=CC=C3C13C(N(C1=CC=CC=C13)C)=O)C=C2C#C[Si](C(C)C)(C(C)C)C(C)C)=O